2-((1-(6-fluoroquinazolin-4-yl)piperidin-4-yl)methyl)-6-(1H-1,2,4-triazol-1-yl)pyridazin-3(2H)-one FC=1C=C2C(=NC=NC2=CC1)N1CCC(CC1)CN1N=C(C=CC1=O)N1N=CN=C1